(1-((2s,3r,4r,5r)-3-fluoro-4-hydroxy-5-(hydroxymethyl)tetrahydrofuran-2-yl)-2-oxo-1,2-dihydropyrimidin-4-yl)nicotinamide F[C@H]1[C@H](O[C@@H]([C@H]1O)CO)N1C(N=C(C=C1)C1=C(C(=O)N)C=CC=N1)=O